Cl.C12CC(CC(CC1)N2)C2=CNC1=C2N=NC(=C1)C1=C(C=C(C=C1)C=1C=NNC1)O 2-[7-(8-azabicyclo[3.2.1]oct-3-yl)-5H-pyrrolo[3,2-c]pyridazin-3-yl]-5-(1H-pyrazol-4-yl)phenol hydrochloride